N(=[N+]=[N-])CCCCCOC(C(C)(C)C)C1=C(C=CC(=C1)COC1OCCCC1)C1=C(C=CC(=C1)OC)F 2-((2-(1-((5-azidopentyl)oxy)-2,2-dimethylpropyl)-2'-fluoro-5'-methoxy-[1,1'-biphenyl]-4-yl)methoxy)tetrahydro-2H-pyran